7-fluoro-3-methyl-8-(6-(3-(pyrrolidin-1-yl)propoxy)pyridin-3-yl)-1-(tetrahydro-2H-pyran-4-yl)-1H-imidazo[4,5-c]cinnolin-2(3H)-one FC=1C(=CC=2C3=C(N=NC2C1)N(C(N3C3CCOCC3)=O)C)C=3C=NC(=CC3)OCCCN3CCCC3